(R)-1-[(2-amino-6-iodothieno[3,2-d]pyrimidin-4-yl)amino]-2-propanol NC=1N=C(C2=C(N1)C=C(S2)I)NC[C@@H](C)O